C1(CCCCC1)C(COCC=C)(COCC=C)CCC(C1=CC=C(C=C1)Cl)(C1=CC=C(C=C1)Cl)C1=CC=C(C=C1)Cl 2-cyclohexyl-2-(3,3,3-tris(4-chlorophenyl)propyl)-1,3-diallyloxypropane